(3-amino-5-mercaptophenyl)methanesulfonyl chloride NC=1C=C(C=C(C1)S)CS(=O)(=O)Cl